CC(CC1=CC=C(C=C1)SC)(C)N1CCOCC1 2-Methyl-1-(4-methylthiophenyl)-2-morpholinopropan